BrC=1C(N(C(N(C1)CC(=O)O)=O)C)=O (5-bromo-3-methyl-2,4-dioxo-3,4-dihydro-2H-pyrimidin-1-yl)-acetic acid